FC=1C=C2C(=C(/C(/C2=CC1)=C/C1=CC=C(C=C1)C(C1=CC=C(C=C1)F)=O)C)CC(=O)O (Z)-2-(5-Fluoro-1-(4-(4-fluorobenzoyl)benzylidene)-2-methyl-1H-inden-3-yl)acetic acid